FC1=C(C(=CC=C1)F)C1=NC(=C2N1C=CN=C2)NC2=CC=C(C=C2)N2CCOCC2 3-(2,6-difluorophenyl)-1-((4-morpholinophenyl)amino)imidazo[1,5-a]pyrazin